N-(2,4-Dimethoxybenzyl)-1-methylpiperidine-4-sulfonamide COC1=C(CNS(=O)(=O)C2CCN(CC2)C)C=CC(=C1)OC